C[N-]CC1=CC=CC=C1 METHYL-BENZYLAMIDE